C(C)[SiH](C1=CC=C(C=C1)C(=C)C1=CC=CC=C1)CC 1-[4-(diethylsilyl)phenyl]-1-phenylethene